O=C1N(CCC1)C=1N=C(SC1)NC(OCCCC)=O butyl (4-(2-oxopyrrolidin-1-yl)thiazol-2-yl)carbamate